C(C)OC1=CC=C(C=N1)C1=CN=CC(=N1)C(=O)NC=1NC2=C(C=CC=C2C1)OC 6-(6-ethoxypyridin-3-yl)-N-(7-methoxy-1H-indol-2-yl)pyrazine-2-carboxamide